5,6,7,8-tetrahydro-2-naphthalenamine C1=C(C=CC=2CCCCC12)N